NC1=NC(=CC(=C1)C[C@@H]1[C@H](N(C1=O)C(=O)N[C@H](CC)C1=C(C=CC(=C1)C)F)C(=O)N(C)C=1C=NN(C1)C)C (2S,3R)-3-((2-amino-6-methylpyridin-4-yl)methyl)-N2-(1-methyl-1H-pyrazol-4-yl)-N1-((R)-1-(2-fluoro-5-methylphenyl)propyl)-N2-methyl-4-oxoazetidine-1,2-dicarboxamide